5-bromo-2-(pyridin-3-yl)-1,3-benzoxazole BrC=1C=CC2=C(N=C(O2)C=2C=NC=CC2)C1